C(CCCCC)(=O)O.C(C(C)O)O PROPYLENEGLYCOL MONOHEXANOATE